CC1=C(C(=CC(=C1)C)C)S(=O)(=O)O.BrC=1C(N(C=C(C1)C1CC1)N)=N 3-bromo-5-cyclopropyl-2-iminopyridin-1(2H)-amine 2,4,6-trimethylbenzenesulfonate